4-(6-(6-((6-ethoxy-5-fluoropyridin-3-yl)methyl)-3,6-diazabicyclo[3.1.1]heptan-3-yl)pyridin-3-yl)-7-fluoro-6-(2-hydroxy-2-methylpropyloxy)pyrazolo[1,5-a]pyridine-3-carbonitrile C(C)OC1=C(C=C(C=N1)CN1C2CN(CC1C2)C2=CC=C(C=N2)C=2C=1N(C(=C(C2)OCC(C)(C)O)F)N=CC1C#N)F